C1=CC=CC=2C=CC=3C(=C4C=CC=CC4=NC3C21)CCCCCC2=C1C=CC=CC1=NC=1C3=C(C=CC21)C=CC=C3 1,5-bis(7-benzo[c]acridinyl)pentane